OCCOC1=NC=C(C=N1)NC(OC[C@@]1(OC2=C(C1)C1=C(N=C(S1)C1=C3N=CC(=NC3=CC(=C1)C)OC)C=C2F)C)=O (R)-(5-fluoro-2-(2-methoxy-7-methylquinoxalin-5-yl)-7-methyl-7,8-dihydrobenzofuro[5,4-d]thiazol-7-yl)methyl (2-(2-hydroxyethoxy)pyrimidin-5-yl)carbamate